CN(C)C[C@@H]1OCCN(C1)C=1C=CC(=NC1)NC=1C=CC(=C2CNC(C12)=O)C1=CN=C2N1C=CC(=C2)F (S)-7-((5-(2-((dimethyl-amino)methyl)morpholino)pyridin-2-yl)amino)-4-(7-fluoroimidazo[1,2-a]pyridin-3-yl)isoindolin-1-one